O1C=C(C2=C1C=CC=C2)C=2N=C(SC2)C(CCC(=O)O)=O 4-(4-(benzofuran-3-yl)thiazole-2-yl)-4-oxobutyric acid